C(CC(C)C)C1CC(CCC1)C=O 3-isopentyl-cyclohexanecarbaldehyde